COC=1C=C(C=C2C=CC=NC12)/C=C/C(=O)OCC Ethyl (E)-3-(8-methoxyquinolin-6-yl)acrylate